C(CCCCN(C([O-])=O)C1=CC=CC=C1)N(C([O-])=O)C1=CC=CC=C1 pentanediyl-di(phenyl carbamate)